Cl.NCC(=O)NC=1SC=C(N1)C1=CC=CC=C1 2-amino-N-(4-phenylthiazol-2-yl)acetamide hydrochloride salt